1-(4-acetyl-thiophene-2-sulfonyl)-3-(1,2,3,5,6,7-hexahydro-s-indacen-4-yl)-urea C(C)(=O)C=1C=C(SC1)S(=O)(=O)NC(=O)NC1=C2CCCC2=CC=2CCCC12